ClC1=NC=C(C(=C1)C1=CC=2N(C=C1C(=O)NC=1SC3=NC(=CC=C3N1)C1=CCC(CC1)O)C(=NC2)C)OC 7-(2-chloro-5-methoxypyridin-4-yl)-N-(5-(4-hydroxycyclohex-1-en-1-yl)thiazolo[5,4-b]pyridin-2-yl)-3-methylimidazolo[1,5-a]pyridin-6-carboxamide